di[2-(2-butoxyethoxy) ethyl] adipate C(CCCCC(=O)OCCOCCOCCCC)(=O)OCCOCCOCCCC